tert-butyl 4-acetamido-4-methyl-piperidine-1-carboxylate C(C)(=O)NC1(CCN(CC1)C(=O)OC(C)(C)C)C